N=1C(=CN2C1C=NC=C2)C(=O)O imidazo[1,2-A]pyrazine-2-formic acid